FC=1C(=CC(=NC1)N)C=1C=NN(C1)C1(CCC1)C 5-Fluoro-4-(1-(1-methylcyclobutyl)-1H-pyrazol-4-yl)pyridin-2-amine